methyl 4-amino-1-(4-aminophenyl)-7-(ethoxy)-2-oxo-1,2-dihydro-1,8-naphthyridine-3-carboxylate NC1=C(C(N(C2=NC(=CC=C12)OCC)C1=CC=C(C=C1)N)=O)C(=O)OC